[4-(2-hydroxy-ethylsulfanyl)-phenyl]-methanone OCCSC1=CC=C(C=C1)C=O